NCCCCOC=1C=C(C=CC1)C(C(=O)N[C@@H](C(=O)NCC1=CC=C(C=C1)O)CCCN\C(=N/C(NCCNC(CC)=O)=O)\N)C1=CC=CC=C1 (2R)-2-(2-(3-(4-aminobutoxy)phenyl)-2-phenylacetamido)-N-(4-hydroxybenzyl)-5-((Z)-2-((2-propionamidoethyl)carbamoyl)guanidino)pentanamide